(S)-(5-(1-methyl-1H-imidazol-4-yl)-1,3,4-oxadiazol-2-yl)(4-(4-methylpyrazolo[1,5-a]pyridin-2-yl)-6,7-dihydro-1H-imidazo[4,5-c]pyridin-5(4H)-yl)methanone CN1C=NC(=C1)C1=NN=C(O1)C(=O)N1[C@@H](C2=C(CC1)NC=N2)C2=NN1C(C(=CC=C1)C)=C2